C1(CC1)NC(C1=C(C=C(C(=C1)C=1C=NN(C1)C1=CN=C2N1C=C(C=C2)C(C)(C)O)C)F)=O N-cyclopropyl-2-fluoro-5-{1-[6-(2-hydroxypropan-2-yl)imidazo[1,2-a]pyridin-3-yl]-1H-pyrazol-4-yl}-4-methylbenzamide